ClC=1C=C2C(=NC=NC2=C(C1C1=C(C=CC=C1O)F)F)N1C[C@@H](N([C@@H](C1)C)C(C=C)=O)C 1-((2S,6R)-4-((R)-6-chloro-8-fluoro-7-(2-fluoro-6-hydroxy-phenyl)quinazolin-4-yl)-2,6-dimethyl-piperazin-1-yl)prop-2-en-1-one